FC(C=1C(=C(C=CC1)C(C)=O)F)F 1-(3-(difluoromethyl)-2-fluorophenyl)ethanone